FC=1C=C(C=NC1)OCCN(CC[C@@H](C(=O)O)NC1=NC=NC(=C1)C1=CC=CC=C1)CCCCC1=NC=2NCCCC2C=C1 (S)-4-((2-((5-fluoropyridin-3-yl)oxy)ethyl)(4-(5,6,7,8-tetrahydro-1,8-naphthyridin-2-yl)butyl)amino)-2-((6-phenylpyrimidin-4-yl)amino)butanoic acid